(S)-7'-(3,5-difluorophenyl)-1-(5-phenyl-1,3,4-oxadiazol-2-yl)dihydro-1'H,3'H,5'H-spiro[piperidine-4,2'-pyrazolo[1,2-a]pyrazol]-1'-one FC=1C=C(C=C(C1)F)[C@@H]1CCN2N1C(C1(C2)CCN(CC1)C=1OC(=NN1)C1=CC=CC=C1)=O